4-fluoro-2-nitroaniline FC1=CC(=C(N)C=C1)[N+](=O)[O-]